ClC1=C(C=C2C=C(N=CC2=C1)NC(=O)C1C(C1)C1CCOCC1)N1CCN(CC1)C1(COCC1F)C N-[7-chloro-6-[4-(4-fluoro-3-methyl-tetrahydrofuran-3-yl)piperazin-1-yl]-3-isoquinolyl]-2-tetrahydropyran-4-yl-cyclopropanecarboxamide